C(C)(C)(C)OC(=O)[C@H]1N(CCN(C1)C=1N=CC2=C(N1)CCN(C2)C(=O)OC(C)(C)C)C2=NC=C(C=N2)C(=O)O (S)-2-(2-(tert-butoxycarbonyl)-4-(6-(tert-butoxycarbonyl)-5,6,7,8-tetrahydropyrido[4,3-d]pyrimidin-2-yl)piperazin-1-yl)pyrimidine-5-carboxylic acid